CC1([C@H](C1)C(=O)N1CC2(C1)CNCC2C2=CC=C(C=C2)NC(OC(C)(C)C)=O)C tert-butyl (4-(2-((S)-2,2-dimethylcyclopropane-1-carbonyl)-2,6-diazaspiro[3.4]octan-8-yl)phenyl)carbamate